FC(C1=CC(=NC=C1)CC1CC2(CNC2)C1)(F)F 6-[[4-(trifluoromethyl)-2-pyridyl]methyl]-2-azaspiro[3.3]heptane